FC=1C=C(C=C2C(=CC=NC12)[C@@H](C)O)C1=NC(=NC=C1F)NC1CCN(CC1)S(=O)(=O)C |r| (±)-1-(8-Fluoro-6-(5-fluoro-2-((1-(methylsulfonyl)piperidin-4-yl)amino)pyrimidin-4-yl)quinolin-4-yl)ethan-1-ol